4-((S)-2-((tert-butoxycarbonyl)amino)-5-ureidopentanamido)benzyl (4-(2-aminoacetamido)phenyl)((2S,4R)-2-methyl-1-propionyl-1,2,3,4-tetrahydroquinolin-4-yl)carbamate NCC(=O)NC1=CC=C(C=C1)N(C(OCC1=CC=C(C=C1)NC([C@H](CCCNC(=O)N)NC(=O)OC(C)(C)C)=O)=O)[C@@H]1C[C@@H](N(C2=CC=CC=C12)C(CC)=O)C